(2R,3R)-3-((6-(4-chlorophenyl)-2-(pyridin-3-yl)pyrimidin-4-yl)amino)pentan-2-ol ClC1=CC=C(C=C1)C1=CC(=NC(=N1)C=1C=NC=CC1)N[C@@H]([C@@H](C)O)CC